Cl.N[C@H]1CN(C[C@@H](C1)F)C(=O)C1=CC2=C(N(C(=N2)C2=CC3=C(N2CC2CC2)SC(=C3)C)C)C(=C1)OC ((3R,5R)-3-amino-5-fluoropiperidin-1-yl)(2-(6-(cyclopropylmethyl)-2-methyl-6H-thieno[2,3-b]pyrrol-5-yl)-7-methoxy-1-methyl-1H-benzo[d]imidazol-5-yl)methanone hydrochloride